C(C1=CC=CC=C1)(=O)NS(=O)(=O)C1=CC=C(C=C1)NC(=O)C=1C(OC2=CC(=CC=C2C1)O)=O N-(4-(N-benzoylsulfamoyl)phenyl)-7-hydroxycoumarin-3-carboxamide